CC=1C=C2CC[C@H](C2=CC1)NC(OC(C)(C)C)=O |o1:6| rel-tert-butyl (R)-(5-methyl-2,3-dihydro-1H-inden-1-yl)carbamate